Pyridine-3-diazonium acetate C(C)(=O)[O-].N1=CC(=CC=C1)[N+]#N